5-[1-(2-Fluoro-6-methyl-phenyl)-piperidin-4-yl]-2-[2H3]methyl-7-(2-trifluoromethyl-benzyl)-2,4,5,7-tetrahydro-pyrazolo[3,4-d]pyrimidin-6-on FC1=C(C(=CC=C1)C)N1CCC(CC1)N1C(N(C=2C(C1)=CN(N2)C([2H])([2H])[2H])CC2=C(C=CC=C2)C(F)(F)F)=O